N-(3-bromo-2-chlorophenyl)-7-isopropyl-8-methyl-5,6,7,8-tetrahydro-2,7-naphthyridine-3-carboxamide BrC=1C(=C(C=CC1)NC(=O)C=1N=CC=2C(N(CCC2C1)C(C)C)C)Cl